C(C)(C)(C)OC[C@@H](C(=O)OC)NC(=O)C=1C=NC(=CC1)OC1=CC(=CC=C1)OCC(=O)OC(C)(C)C |r| methyl rac-(2S)-3-tert-butoxy-2-[[6-[3-(2-tert-butoxy-2-oxo-ethoxy)phenoxy]pyridine-3-carbonyl]amino]propanoate